(2S)-2-hydroxy-1-((3aR,5R,6aS)-5-((5-(2-(1-hydroxyethyl)-[4,5'-bithiazol]-2'-yl)-1H-pyrrolo[2,3-b]pyridin-4-yl)amino)hexahydrocyclopenta[c]pyrrol-2(1H)-yl)propan-1-one O[C@H](C(=O)N1C[C@@H]2[C@H](C1)CC(C2)NC2=C1C(=NC=C2C=2SC(=CN2)C=2N=C(SC2)C(C)O)NC=C1)C